[C@H]12CN(C[C@H](CC1)N2)C=2C1=C(N=C(N2)OCC23CCCN3CCC2)C(=C(N=C1)C1=C(C(=CC=C1)C)Cl)F 4-((1R,5S)-3,8-diazabicyclo[3.2.1]octan-3-yl)-7-(2-chloro-3-methylphenyl)-8-fluoro-2-((hexahydro-1H-pyrrolizin-7a-yl)methoxy)pyrido[4,3-d]pyrimidine